FC(C1=C(C=CC(=C1)C(F)(F)F)C1CCC2=C(N(C1=O)CC#CCCC=1N=NC(=CC1)C)C=CC(=C2)F)(F)F 3-(2,4-bis(trifluoromethyl)phenyl)-7-fluoro-1-(5-(6-methylpyridazin-3-yl)pent-2-ynyl)-4,5-dihydro-1H-benzo[b]azepin-2(3H)-one